CS(=O)(=O)/C=C/[C@@H](C)NC(=O)C1=NC=C(C=N1)N[C@@H](C)C1=C(C=CC=C1)C(F)(F)F N-((R,E)-4-(methylsulfonyl)but-3-en-2-yl)-5-(((S)-1-(2-(trifluoromethyl)phenyl)ethyl)amino)pyrimidine-2-carboxamide